C1(CCCCC1)C1(C(NC2=C(C(=CC=C12)C)F)=O)C1=CC=C(C=C1)B(O)O (4-(3-cyclohexyl-7-fluoro-6-methyl-2-oxoindolin-3-yl)phenyl)boronic acid